ClC1=C(C=C(C=2C3=C(NC12)CCNC([C@@H]3C)=O)NC3COC3)Cl |r| racemic-7,8-dichloro-1-methyl-10-(oxetan-3-ylamino)-3,4,5,6-tetrahydroazepino[4,5-b]indol-2(1H)-one